C1(CC1)N1N=CC(=C1)NC1=NC=C(C(=N1)C1=CC=C(C=C1)NCC1(CC1)C#N)C 1-(((4-(2-((1-cyclopropyl-1H-pyrazol-4-yl)amino)-5-methylpyrimidin-4-yl)phenyl)amino)methyl)cyclopropane-1-carbonitrile